4-ethyl-4-(methacryloyloxy)piperidine-1-carboxylic acid tert-butyl ester C(C)(C)(C)OC(=O)N1CCC(CC1)(OC(C(=C)C)=O)CC